C(C)(C)(C)OC(=O)N1CCN(CC1)C1=CC=C(C=C1)C(=O)OC 4-(4-(methoxycarbonyl)phenyl)piperazine-1-carboxylic acid tert-butyl ester